ClC=1C=CC=C2C(=NC(N(C12)C#N)(C)C)C=1C=NC2=C(C=CC=C2C1)C 8-chloro-2,2-dimethyl-4-(8-methylquinolin-3-yl)quinazoline-1(2H)-carbonitrile